(3-(2H-1,2,3-triazol-2-yl)pyridin-2-yl)(5-(5-fluoro-4-(methoxy-d3)-6-methylpyrimidin-2-yl)-3,3a,4,6a-tetrahydrocyclopenta[c]pyrrol-2(1H)-yl)methanone N=1N(N=CC1)C=1C(=NC=CC1)C(=O)N1CC2C(C1)CC(=C2)C2=NC(=C(C(=N2)OC([2H])([2H])[2H])F)C